7-(2-fluoro-6-methoxyphenyl)-9-vinyl-5H-pyrimido[5,4-d][2]benzazepin FC1=C(C(=CC=C1)OC)C1=NCC2=C(C3=C1C=C(C=C3)C=C)N=CN=C2